[Na+].C(C)OC(CCCCC(=O)[O-])=O adipic acid monoethyl ester sodium salt